4-dimethylamino-benzaldehyde-N,N-diphenylhydrazone C1(=CC=CC=C1)N(N=CC1=CC=C(C=C1)N(C)C)C1=CC=CC=C1